CN1CCC(CC1)N2CCNCC2 (1-methyl-4-piperidyl)piperazine